5-(5-fluoro-2-((5-morpholinopyridin-2-yl)amino)pyrimidin-4-yl)-N,4-dimethylthiazol-2-amine FC=1C(=NC(=NC1)NC1=NC=C(C=C1)N1CCOCC1)C1=C(N=C(S1)NC)C